8-amino-9-(3-methoxy-2,6-dimethylphenyl)pyrrolo[2,3-f]quinoxaline-7-carboxamide NC1=C(C2=C(C=3N=CC=NC3C=C2)N1C1=C(C(=CC=C1C)OC)C)C(=O)N